4-allyloxy-[1,3]dioxolan-2-one C(C=C)OC1OC(OC1)=O